(R)-5-(tert-butyl)-3-(quinolin-8-yl)-2,3-dihydrobenzo[d]isothiazole 1,1-dioxide C(C)(C)(C)C=1C=CC2=C([C@H](NS2(=O)=O)C=2C=CC=C3C=CC=NC23)C1